dithiolactic acid C(C(O)C)(=S)S